6,6-difluoro-2-(4-fluorophenyl)-6,7-dihydro-5H-pyrazolo[5,1-b][1,3]oxazine FC1(CN2C(OC1)=CC(=N2)C2=CC=C(C=C2)F)F